isopropyl ((4-nitrophenoxy)(phenoxy)phosphoryl)-L-alaninate [N+](=O)([O-])C1=CC=C(OP(=O)(OC2=CC=CC=C2)N[C@@H](C)C(=O)OC(C)C)C=C1